2-((2-((4-(((3-(1-acryloylpiperidin-3-yl)phenyl)amino)methyl)phenyl)amino)-(trifluoromethyl)pyrimidin-4-yl)amino)-6-fluoro-N-methylbenzamide C(C=C)(=O)N1CC(CCC1)C=1C=C(C=CC1)NCC1=CC=C(C=C1)NC1=NC=C(C(=N1)NC1=C(C(=O)NC)C(=CC=C1)F)C(F)(F)F